CN1C(N(CC1)C1CC2CN(C1CC2)C=2N=CC(=NC2)C(=O)N)=O 5-(6-(3-methyl-2-oxoimidazolin-1-yl)-2-Azabicyclo[2.2.2]octane-2-yl)pyrazine-2-carboxamide